2-bromo-6-ethylthieno[3,2-b]pyridin-5(4H)-one BrC1=CC=2NC(C(=CC2S1)CC)=O